C(N)(=N)C=1C=C(SC1)[C@@H](C)NC(=O)[C@H]1N(C[C@@H](C1)COC)C(CNC(=O)C=1C=CC=2C(C3=CC=CC=C3C2C1)(F)F)=O |o1:16| (2S,4R*)-N-((R)-1-(4-carbamimidoylthiophen-2-yl)ethyl)-1-((9,9-difluoro-9H-fluorene-3-carbonyl)glycyl)-4-(methoxymethyl)pyrrolidine-2-carboxamide